CC(C(CCC)C1=CC=C(C=C1)SC)(C)N1CCOCC1 2-methyl-2-(4-morpholinyl)-1-[4-(methylthio)phenyl]-1-propylpropane